C(#N)CN(C(=O)C1=NC(=CC=C1)CO)C N-(cyanomethyl)-6-(hydroxymethyl)-N-methylpyridineamide